F[C@]12[C@H](C[C@@]3([C@@](CC[C@H]3[C@@H]1CCC1=CC(CC[C@]21C)=O)(O)C(COC(C)=O)=O)C)O [2-[(8S,9R,10S,11S,13S,14S,17R)-9-fluoro-11,17-dihydroxy-10,13-dimethyl-3-oxo-1,2,6,7,8,11,12,14,15,16-decahydrocyclopenta[a]phenanthren-17-yl]-2-oxoethyl]acetate